tert-butyl 4-((1-(3-(2,4-dioxotetrahydropyrimidin-1(2H)-yl)-4-methoxybenzoyl)piperidin-4-yl)methyl)piperidine-1-carboxylate O=C1N(CCC(N1)=O)C=1C=C(C(=O)N2CCC(CC2)CC2CCN(CC2)C(=O)OC(C)(C)C)C=CC1OC